p-fluoro-β-nitrostyrene FC1=CC=C(C=C[N+](=O)[O-])C=C1